2-{3-[2-(3-aminooxetan-3-yl)ethynyl]pyridin-4-yl}-3-[(3-chloro-2-methoxyphenyl)amino]-1H,5H,6H,7H-pyrrolo[3,2-c]pyridin-4-one NC1(COC1)C#CC=1C=NC=CC1C1=C(C=2C(NCCC2N1)=O)NC1=C(C(=CC=C1)Cl)OC